C1(CC1)C1=NC(=C2N1CCN(C2)C(C)=O)I 1-(3-cyclopropyl-1-iodo-5,6-dihydroimidazo[1,5-a]pyrazin-7(8H)-yl)ethan-1-one